ethylthio 3,4-di-O-benzyl-2-O-naphthylmethyl-α-L-rhamnopyranoside C(C1=CC=CC=C1)O[C@H]1[C@H]([C@H](OSCC)O[C@H]([C@@H]1OCC1=CC=CC=C1)C)OCC1=CC=CC2=CC=CC=C12